CN(CC(CCN(CCCCCCCC(=O)OCCCC(CCCCC)CCCCC)CCCCCCCC(OCCCC(CCCCC)CCCCC)=O)O)C 4-pentylnonyl 8-[[4-(dimethylamino)-3-hydroxy-butyl]-[8-oxo-8-(4-pentylnonoxy)octyl]amino]octanoate